3-{3-methyl-2-oxo-5-[1-(piperidin-4-yl)azetidin-3-yl]-1,3-benzodiazol-1-yl}piperidine-2,6-dione CN1C(N(C2=C1C=C(C=C2)C2CN(C2)C2CCNCC2)C2C(NC(CC2)=O)=O)=O